4-(dibutyl(6-methylpyridin-2-yl)stannyl)butan-1-ylium C(CCC)[Sn](CCC[CH2+])(C1=NC(=CC=C1)C)CCCC